ClC=1C(=CC(=C(C1)C1=NNC=C1C1=NC2=CC(=CN=C2C=C1)C1=CN=C2N1CCCN2)F)F 2-[3-(5-chloro-2,4-difluoro-phenyl)-1H-pyrazol-4-yl]-7-(5,6,7,8-tetrahydroimidazo[1,2-a]pyrimidin-3-yl)-1,5-naphthyridine